ClC1=C(C=CC=C1C(=O)N[C@H]1[C@H]2CC[C@@H](C1)N2C#N)C2=CC(=CC=C2)C2(CC2)C#N 2-chloro-N-((1R,2R,4S)-7-cyano-7-azabicyclo[2.2.1]heptan-2-yl)-3'-(1-cyanocyclopropyl)[biphenyl]-3-carboxamide